(3-((2R,3S,4R,5R)-5-(6-chloro-4-(cyclopentylamino)-1H-pyrazolo[3,4-d]pyrimidin-1-yl)-3,4-dihydroxytetrahydrofuran-2-yl)propyl)phosphonic acid ClC1=NC(=C2C(=N1)N(N=C2)[C@H]2[C@@H]([C@@H]([C@H](O2)CCCP(O)(O)=O)O)O)NC2CCCC2